tert-Butyl N-(3-amino-2,2-difluoropropyl)carbamate NCC(CNC(OC(C)(C)C)=O)(F)F